C(C)(C)N1N=CC(=C1)/C=C/C(=O)OCC ethyl (E)-3-(1-isopropyl-1H-pyrazol-4-yl)acrylate